3,5-diamino-N-(4-aminophenyl)benzamide Tetraethyl-OrthoSilicate C(C)O[Si](OCC)(OCC)OCC.NC=1C=C(C(=O)NC2=CC=C(C=C2)N)C=C(C1)N